FC1=CC=C(C=C1)C=1NC2=CC=CC=C2C1CC(=O)O [2-(4-fluorophenyl)-1H-indol-3-yl]acetic acid